C(C#C)N1CCC2(CCN(CC2)C(=O)OC(C)(C)C)CC1 tert-butyl 9-(prop-2-yn-1-yl)-3,9-diazaspiro[5.5]Undecane-3-carboxylate